C(C1=CC=CC=C1)OC(=O)NC(C#CC(=O)C1(CN(CC1)C(=O)OC(C)(C)C)C)(C)C tert-butyl 3-[4-(benzyloxycarbonylamino)-4-methyl-pent-2-ynoyl]-3-methyl-pyrrolidine-1-carboxylate